(S)-2-(2-aminophenyl)pyrrolidine-1-carboxylic acid benzyl ester C(C1=CC=CC=C1)OC(=O)N1[C@@H](CCC1)C1=C(C=CC=C1)N